(±)-2-{4-[3-(4-chloro-5-methoxy-1-methyl-1H-indole-2-amido)oxolan-3-yl]phenyl}propanoic acid ClC1=C2C=C(N(C2=CC=C1OC)C)C(=O)NC1(COCC1)C1=CC=C(C=C1)C(C(=O)O)C